tert-Butyl 4-methyl-6-(((trifluoromethyl)sulfonyl)oxy)-3,4-dihydropyridine-1(2H)-carboxylate CC1CCN(C(=C1)OS(=O)(=O)C(F)(F)F)C(=O)OC(C)(C)C